N-[1-[[(4-chloro-3-fluoro-benzoyl)amino]carbamoyl]-3-bicyclo[1.1.1]pentanyl]-2-(cyclobutoxy)acetamide ClC1=C(C=C(C(=O)NNC(=O)C23CC(C2)(C3)NC(COC3CCC3)=O)C=C1)F